N-ethyl-3-[4-(6-fluoro-1,2-benzisoxazol-3-yl)piperidin-1-yl]propan-1-amine dihydrochloride Cl.Cl.C(C)NCCCN1CCC(CC1)C1=NOC2=C1C=CC(=C2)F